ClC1=CC(=C(N(C1=O)CC)C1=C(C=CC=C1F)F)N(C(OC(C)(C)C)=O)C tert-butyl (5-chloro-2-(2,6-difluorophenyl)-1-ethyl-6-oxo-1,6-dihydropyridin-3-yl)(methyl)carbamate